C(C)(C)(C)N1C=C(N2N=CC(=C21)C(=O)NC2=CC=C(C=C2)Cl)NC(C)(CC(C)(C)C)C (Tert-butyl)-N-(4-chlorophenyl)-3-((2,4,4-trimethylpentan-2-yl)amino)-1H-imidazo[1,2-b]pyrazole-7-carboxamide